CC/C=C/C(=O)C The molecule is an enone that is hex-3-ene in which the methylene hydrogen atoms at position 2 have been replaced by an oxo group. It has a role as a plant metabolite. It is an enone, a methyl ketone and a volatile organic compound.